FC(C(=O)O)(F)F.N1CCC(CC1)CNC=1C=C(C=CC1)C1C(NC(CC1)=O)=O 3-[3-(4-Piperidylmethylamino)phenyl]piperidine-2,6-dione 2,2,2-trifluoroacetic acid salt